[Cl-].C(CCCCCCCCCCC)[N+](C)(C)CCO dodecyl-(2-hydroxyethyl)-dimethyl-ammonium chloride